FC(CO[C@H](COC1=CC=C2C(=N1)N(C(=N2)C(=O)NC2(CCS(CC2)(=O)=O)C)C)C(F)F)F (R)-5-[2-(2,2-difluoroethoxy)-3,3-difluoro-propoxy]-3-methyl-N-(4-methyl-1,1-dioxo-thian-4-yl)imidazo[4,5-b]pyridine-2-carboxamide